C(C)C=1C(NC(=NC1)C1CN(CC1)C1CCNCC1)=O 5-ethyl-2-[1-(piperidin-4-yl)pyrrolidin-3-yl]-3H-pyrimidin-4-one